[Se].[V].[Co] cobalt-vanadium-selenium